Melissyl oleate C(CCCCCCC\C=C/CCCCCCCC)(=O)OCCCCCCCCCCCCCCCCCCCCCCCCCCCCCC